C(C)(C)(C)OC(=O)N=S(=O)(C(C)C)C1=CC=C(C=C1)NC1=NC=C2C=CN=C(C2=C1)C#CC1=C(C=C2C(C(N(C2=C1)C(=O)OC(C)(C)C)=O)(C)C)C tert-butyl 6-((7-((4-(N-(tert-butoxycarbonyl)propan-2-ylsulfonimidoyl)phenyl)amino)-2,6-naphthyridin-1-yl)ethynyl)-3,3,5-trimethyl-2-oxoindoline-1-carboxylate